N-(2-Cyclopropyl-4-methyl-5-oxo-5,6,7,8-tetrahydro-4H-pyrazolo[1,5-a][1,3]diazepin-6-yl)-1-((4,4-difluorocyclohexyl)methyl)-1H-1,2,4-triazol-3-carboxamid C1(CC1)C1=NN2C(N(C(C(CC2)NC(=O)C2=NN(C=N2)CC2CCC(CC2)(F)F)=O)C)=C1